3-(6-(4-(piperidin-4-ylmethyl)piperazin-1-yl)pyridin-3-yl)piperidine-2,6-dione hydrochloride Cl.N1CCC(CC1)CN1CCN(CC1)C1=CC=C(C=N1)C1C(NC(CC1)=O)=O